N-(2-(3-(2-((1,5-dimethyl-1H-pyrazol-3-yl)amino)-5-methylpyrimidin-4-yl)-1H-indol-7-yl)-1-oxoisoindolin-4-yl)-2-(3-hydroxyphenyl)acetamide CN1N=C(C=C1C)NC1=NC=C(C(=N1)C1=CNC2=C(C=CC=C12)N1C(C2=CC=CC(=C2C1)NC(CC1=CC(=CC=C1)O)=O)=O)C